ClC=1N=C(NC1C1=C(C=CC=C1C)F)C1=NC=C(C=C1)F 2-(4-Chloro-5-(2-fluoro-6-methylphenyl)-1H-imidazol-2-yl)-5-fluoropyridine